[Si](C)(C)(C(C)(C)C)OCCCC1=C(N=C(S1)N1CCCC2=C1N=NC(=C2C)Cl)C(=O)OC methyl 5-[3-[tert-butyl(dimethyl)silyl]oxypropyl]-2-(3-chloro-4-methyl-6,7-dihydro-5H-pyrido[2,3-c]pyridazin-8-yl)thiazole-4-carboxylate